C\C(=C/CC1=C(C=C(C=C1C)O)O)\CCC=C(C)C 4-[(2E)-3,7-Dimethylocta-2,6-dienyl]-5-methylbenzene-1,3-diol